ClC=1C(=NC=C(C1)NC(NC1=CNC2=CC=C(C=C12)Cl)=O)N1C[C@@H](N([C@@H](C1)C)C(=O)OC(C)(C)C)C tert-Butyl cis-4-(3-chloro-5-[[(5-chloro-1H-indol-3-yl)carbamoyl]amino]pyridin-2-yl)-2,6-dimethylpiperazine-1-carboxylate